FC1=CC=C(C(=C1C(=O)OC)O)O methyl 6-fluoro-2,3-dihydroxybenzoate